3-bromo-6-(trifluoromethyl)pyridine-2-carboxamidine BrC=1C(=NC(=CC1)C(F)(F)F)C(=N)N